tert-butyl (2-(2-(4-fluorophenyl)-6-vinylpyridin-4-yl)propan-2-yl)carbamate FC1=CC=C(C=C1)C1=NC(=CC(=C1)C(C)(C)NC(OC(C)(C)C)=O)C=C